1,3,5-tris(5-(pyridin-2-yl)-1H-1,2,4-triazol-3-yl)benzene N1=C(C=CC=C1)C1=NC(=NN1)C1=CC(=CC(=C1)C1=NNC(=N1)C1=NC=CC=C1)C1=NNC(=N1)C1=NC=CC=C1